2-[3-[[5-[[5-(2-fluoro-4-pyridinyl)indan-4-yl]amino]-1-(2-trimethylsilyl-ethoxymethyl)-1,2,4-triazol-3-yl]sulfanyl]phenyl]-2-methyl-propan-1-ol FC1=NC=CC(=C1)C=1C(=C2CCCC2=CC1)NC1=NC(=NN1COCC[Si](C)(C)C)SC=1C=C(C=CC1)C(CO)(C)C